(S)-3-chloro-5-(4-(2-isopropylmorpholino)phenyl)pyrazin-2-amine ClC=1C(=NC=C(N1)C1=CC=C(C=C1)N1C[C@@H](OCC1)C(C)C)N